tert-butyl [2-(2-hydroxyethoxy)ethyl]methylcarbamate OCCOCCN(C(OC(C)(C)C)=O)C